5-(3-ethylimidazo[1,2-a]pyrimidin-6-yl)-N-((3-fluorooxetan-3-yl)methyl)pyrrolo[2,1-f][1,2,4]triazin-2-amine C(C)C1=CN=C2N1C=C(C=N2)C=2C=CN1N=C(N=CC12)NCC1(COC1)F